CC(CCCC)C(COC)(COC)C(C)CCCC 2,2-di-2-hexyl-1,3-dimethoxypropane